N-cyclopropylpyridine-3-carboxamide C1CC1NC(=O)C2=CN=CC=C2